C1(CCCC1)N1C(N(CC2=C1C=C(N=C2)CNC(C=C)=O)C2=C(C(=CC(=C2F)OC)OC)F)=O N-((1-cyclopentyl-3-(2,6-difluoro-3,5-dimethoxyphenyl)-2-oxo-1,2,3,4-tetrahydropyrido[4,3-d]pyrimidin-7-yl)methyl)acrylamide